azopseudourea C(=O)(N)NN=NNC(=O)N